FC1=CC=CC(=N1)C1(CCN(CC1)C(=O)C1=C(OC=2N=CN=C(C21)NC2(CC2)C)C)C#N 4-(6-fluoropyridin-2-yl)-1-{6-methyl-4-[(1-methylcyclopropyl)amino]furo[2,3-d]pyrimidine-5-carbonyl}piperidine-4-carbonitrile